5-(Di-t-butyl-phosphino)-1',3',5'-triphenyl-1,4'-bi-1H-pyrazole C(C)(C)(C)P(C1=CC=NN1C=1C(=NN(C1C1=CC=CC=C1)C1=CC=CC=C1)C1=CC=CC=C1)C(C)(C)C